C(C)(C)(C)OC(NCCN1CCC(CC1)C=1C=C2C(=C(NC2=CC1)C1=CC(=NC(=C1)C)C)CC(F)F)=O (2-(4-(3-(2,2-Difluoroethyl)-2-(2,6-Dimethylpyridin-4-yl)-1H-indol-5-yl)piperidin-1-yl)ethyl)carbamic acid tert-butyl ester